bis[(naphthobenzofuranyl)phenyl]anthracene C1(=COC=2C1=CC=C1C2C=CC2=CC=CC=C21)C2=C(C=CC=C2)C=2C1=CC=CC=C1C(=C1C=CC=CC21)C2=C(C=CC=C2)C2=COC=1C2=CC=C2C1C=CC1=CC=CC=C12